2-({4-[2-(4-chloro-2-fluorophenyl)-2-methyl-1,3-benzodioxol-4-yl]piperidin-1-yl}methyl)-1-[(4-methyl-4H-1,2,4-triazol-3-yl)methyl]-1H-benzimidazole-6-carboxylic acid ClC1=CC(=C(C=C1)C1(OC2=C(O1)C=CC=C2C2CCN(CC2)CC2=NC1=C(N2CC2=NN=CN2C)C=C(C=C1)C(=O)O)C)F